3-(5-chloro-2-((3-cyclopropyl-5-(((3R,5S)-3,5-dimethylpiperazine-1-yl)methyl)phenyl)amino)pyrimidine-4-yl)-6-methylindoline-2-one ClC=1C(=NC(=NC1)NC1=CC(=CC(=C1)CN1C[C@H](N[C@H](C1)C)C)C1CC1)C1C(NC2=CC(=CC=C12)C)=O